diethyl cyclohexane-1,3-dicarboxylate C1(CC(CCC1)C(=O)OCC)C(=O)OCC